Dipropylene Glycol Ethyl Ether Linoleate C(CCCCCCC\C=C/C\C=C/CCCCC)(=O)OCC(OCC(C)OCC)C